C(C=C)(=O)OCSC=1SC(=NN1)SC 2-acryloxymethylthio-5-methylthio-1,3,4-thiadiazole